6H-[1,4]oxazino[3,2-g]quinazolin-4-amine N1=CN=C(C2=CC3=C(C=C12)OC=CN3)N